C(C)(C)(C)OC(=O)N1C[C@@H](CC1)OCC=1C=NN(C1Br)C.N1(C=NC=C1)C1=CC=CC(=N1)C(=O)NC1=CC=C(C=C1)C(F)(F)F 6-(1H-imidazol-1-yl)-N-(4-(trifluoromethyl)phenyl)picolinamide tert-butyl-(R)-3-((5-bromo-1-methyl-1H-pyrazol-4-yl)methoxy)pyrrolidine-1-carboxylate